N(=[N+]=[N-])CC1=C(N=C2SC(=NN21)COC)C 5-(azidomethyl)-2-(methoxymethyl)-6-methyl-imidazo[2,1-b][1,3,4]thiadiazol